3-[(5-bromopyridin-3-yl)methoxy]-4-methylbenzoic acid methyl ester COC(C1=CC(=C(C=C1)C)OCC=1C=NC=C(C1)Br)=O